dimethyl 2,2-biphenyldicarboxylate C=1(C(CC=CC1)(C(=O)OC)C(=O)OC)C1=CC=CC=C1